N-(3-Cyano-4-fluorophenyl)-5,6,9,10-tetrahydro-4H-isoxazolo[3'',4'':3',4']cyclohepta[1',2':3,4]pyrazolo[1,5-a]pyrazine-11(12H)-carboxamide C(#N)C=1C=C(C=CC1F)NC(=O)N1CC=2N(CC1)N=C1C2C=2C(CCC1)=CON2